(3R)-4-(4-(4-ethylcyclohex-1-en-1-yl)-1-(1H-pyrazol-5-yl)-1H-pyrazolo[3,4-b]pyridin-6-yl)-3-methylmorpholine C(C)C1CC=C(CC1)C1=C2C(=NC(=C1)N1[C@@H](COCC1)C)N(N=C2)C2=CC=NN2